2-[4-({(1R)-1-[3-(1,1-difluoro-2-hydroxyethyl)-2-fluorophenyl]ethyl}amino)-2-methylpyrido[3,4-d]pyrimidin-6-yl]-2,6-diazaspiro[3.4]octan-7-one FC(CO)(F)C=1C(=C(C=CC1)[C@@H](C)NC=1C2=C(N=C(N1)C)C=NC(=C2)N2CC1(C2)CNC(C1)=O)F